C(CCCCCCCC=CCCCCCCCC)(=O)N1[C@@H](CCC1)C(=O)O N-(9-octadecenoyl)proline